(1S,2S)-2-(3-chlorophenyl)-N-(6-(((6-cyclopropyl-8-(2-hydroxypropan-2-yl)imidazo[1,2-a]pyridin-2-yl)methyl)amino)pyrimidin-4-yl)cyclopropane-1-carboxamide ClC=1C=C(C=CC1)[C@@H]1[C@H](C1)C(=O)NC1=NC=NC(=C1)NCC=1N=C2N(C=C(C=C2C(C)(C)O)C2CC2)C1